ClC1=CC(=C(OC=2C=CC3=CN(N=C3C2)C)C=C1F)[N+](=O)[O-] 6-(4-chloro-5-fluoro-2-nitrophenoxy)-2-methyl-2H-indazole